[Sn].C(C)(C)O isopropanol tin